C(C1=CC=CC=C1)(=O)O.CC1(NC(CC(C1)O)(C)C)C 2,2,6,6-tetramethyl-4-hydroxypiperidine benzoate